C(C1=CC=CC=C1)=NC1CCC(CC1)CC1CCC(CC1)N=CC1=CC=CC=C1 N,N'-Di-benzyliden-4,4'-methylen-bis(cyclohexylamin)